4-[N,N-bis(4-diethylaminophenyl)amino]phenylboronic acid pinacol ester C(C)N(C1=CC=C(C=C1)N(C1=CC=C(C=C1)N(CC)CC)C1=CC=C(C=C1)B1OC(C)(C)C(C)(C)O1)CC